6-methoxy-N-isopropylisoquinolin-1(2H)-one COC=1C=C2C=CN(C(C2=CC1)=O)C(C)C